NC1=NC(=C(C=2N1C(N(N2)C[C@@H]2N(CC(C2)(F)F)C)=O)C2=CC(=NC(=C2)C)C)C2=CC=CC=C2 5-amino-2-[[(2R)-4,4-difluoro-1-methyl-pyrrolidin-2-yl]methyl]-8-(2,6-dimethyl-4-pyridyl)-7-phenyl-[1,2,4]triazolo[4,3-c]pyrimidin-3-one